(1S,9S,10S)-4-(1,1-dideuterio-2,2,2-trifluoroethoxy)-17-methyl-17-azatetracyclo[7.5.3.01,10.02,7]heptadeca-2(7),3,5-triene [2H]C(C(F)(F)F)(OC1=CC=2[C@@]34[C@@H]([C@H](CC2C=C1)N(CC4)C)CCCC3)[2H]